tri(octyl)-methoxysilane C(CCCCCCC)[Si](OC)(CCCCCCCC)CCCCCCCC